Naphthalene-2,3-diol C1=C(C(=CC2=CC=CC=C12)O)O